(S)-2-(4-(piperidin-3-yl)phenyl)-2H-indazole-3-d-7-carboxamide N1C[C@@H](CCC1)C1=CC=C(C=C1)N1N=C2C(=CC=CC2=C1[2H])C(=O)N